CC\C=C\CCC (E)-Hept-3-ene